ClC1=CC(=C2C=NNC2=C1)C1(C[C@H]2C([C@H]2C1)NC(C1=CC=NC=C1)=O)O N-((1R,3r,5S,6r)-3-(6-chloro-1H-indazol-4-yl)-3-hydroxybicyclo[3.1.0]hexan-6-yl)isonicotinamide